BrC1=CC=C(C=C1)[C@@H](C(F)(F)F)N(C(=O)C1CCS(CC1)(=O)=N)C N-[(1S)-1-(4-bromophenyl)-2,2,2-trifluoro-ethyl]-1-imino-N-methyl-1-oxo-thiane-4-carboxamide